3-(difluoromethoxy)-4-(3-methyl-4-(methyl-sulfonyl)phenyl)-1H-pyrazolo[4,3-c]pyridine FC(OC1=NNC2=C1C(=NC=C2)C2=CC(=C(C=C2)S(=O)(=O)C)C)F